CB(C)C trimethylboron